C(C)C12CC(C1)(C2)CC(=O)N (3-ethylbicyclo[1.1.1]pentan-1-yl)acetamide